BrCC=1OC(OC1)=O 4-bromomethyl-1,3-dioxol-2-one